C(C1=CC=CC=C1)OC1=NC(=CC=C1N1C(N(C2=C1C=CC=C2O)C)=O)OCC2=CC=CC=C2 1-(2,6-dibenzyloxy-3-pyridyl)-4-hydroxy-3-methyl-benzimidazol-2-one